2,6-Difluoro-3-(3-methyl-5-(7-(methylsulfonyl)-4,7-diazaspiro[2.5]octan-4-yl)-1H-pyrazolo[4,3-d]pyrimidin-1-yl)-5-(trifluoromethyl)phenol FC1=C(C(=C(C=C1N1N=C(C=2N=C(N=CC21)N2C1(CC1)CN(CC2)S(=O)(=O)C)C)C(F)(F)F)F)O